ClC1=CC=C(OC(CO)C)C=C1 2-(4-chloro-phenoxy)-propanol